C(C)(C)(C)NC(=O)[C@]1(N(C2=CC=CC=C2C1=C)C(C1=CC=C(C=C1)F)=O)C1=NC=CC=C1 |r| (±)-N-tert-butyl-1-(4-fluorobenzoyl)-3-methylene-2-(pyridin-2-yl)indoline-2-carboxamide